6-(1-(methylsulfonyl)-1,2,3,6-tetrahydropyridin-4-yl)-1H-indazol-3-yl-phenol CS(=O)(=O)N1CCC(=CC1)C1=CC=C2C(=NNC2=C1)C1=C(C=CC=C1)O